BrC=1N=C2COCCN2C1Br 2,3-dibromo-5,6-dihydro-8H-imidazo[2,1-c][1,4]oxazine